2-[2-(propan-2-yl)pyridin-3-yl]pyrimidine-5-carboxylic acid ethyl ester C(C)OC(=O)C=1C=NC(=NC1)C=1C(=NC=CC1)C(C)C